(R)-1-(2-(aminomethyl)-6-cyclopropyl-imidazo[1,2-a]pyridin-8-yl)-4-hydroxypyrrolidin-2-one NCC=1N=C2N(C=C(C=C2N2C(C[C@H](C2)O)=O)C2CC2)C1